2-Chloro-5-(isopropylthio)thiazole methyl-(S)-2-(2-(2-(4-(6-((tert-butoxycarbonyl)amino)hexanamido)piperidin-1-yl)thiazole-4-carboxamido)-3-hydroxypropanamido)acrylate COC(C(=C)NC([C@H](CO)NC(=O)C=1N=C(SC1)N1CCC(CC1)NC(CCCCCNC(=O)OC(C)(C)C)=O)=O)=O.ClC=1SC(=CN1)SC(C)C